FC(C=1C=C(C=CC1)CS(=O)(=O)Cl)(F)F (3-(trifluoromethyl)phenyl)methane-sulfonyl chloride